BrC1=CC(=C(C=C1)NC1=C(C2=C(C=CO2)C=C1C(=O)NOC(CO)CO)F)F 6-((4-bromo-2-fluorophenyl)amino)-N-((1,3-dihydroxypropan-2-yl)oxy)-7-fluorobenzofuran-5-carboxamide